3-bromo-1-(methylsulfanyl-methyl)pyrazolo[4,3-c]Pyridine-6-carboxylic acid lithium [Li].BrC1=NN(C2=C1C=NC(=C2)C(=O)O)CSC